4-[4-cyano-2-({[(2'R,4S)-7-(methylcarbamoyl)-2,3-dihydrospiro[chromene-4,1'-cyclopropan]-2'-yl]carbonyl}amino)phenyl]butanoic acid C(#N)C1=CC(=C(C=C1)CCCC(=O)O)NC(=O)[C@H]1[C@]2(C1)CCOC1=CC(=CC=C12)C(NC)=O